C(C)(C)(C)N(C(O)=O)C1=CC(=C2C=CC(=NC2=C1)[C@@H]1[C@H](C1)C1=NC=CC(=N1)C)COC.FC(S(=O)(=O)N1N=NC2=C1C=CC=C2)(F)F |r| 1-(trifluoromethylsulfonyl)benzotriazole rac-tert-butyl-(5-(methoxymethyl)-2-((1S*,2S*)-2-(4-methylpyrimidin-2-yl)cyclopropyl)quinolin-7-yl)carbamate